4-cyano-6-cyclopropylpyridine-2-carboxylic acid methyl ester COC(=O)C1=NC(=CC(=C1)C#N)C1CC1